sodium ethylene bisnaphthalenesulfonate C1(=CC=CC2=CC=CC=C12)S(=O)(=O)OCCOS(=O)(=O)C1=CC=CC2=CC=CC=C12.[Na]